(3-hydroxybenzyl)-5-methyl-4-(1-(1-methyl-1H-imidazole-5-carbonyl)indolin-5-yl)thiazole-2-carboxamide OC=1C=C(CNC(=O)C=2SC(=C(N2)C=2C=C3CCN(C3=CC2)C(=O)C2=CN=CN2C)C)C=CC1